(±)-5-Benzyl-N-(2-oxo-8-(7-oxa-2-azaspiro[3.5]nonan-2-yl)-2,3,4,5-tetrahydro-1H-benzo[b]azepin-3-yl)-1H-1,2,4-triazole-3-carboxamid C(C1=CC=CC=C1)C1=NC(=NN1)C(=O)N[C@@H]1CCC2=C(NC1=O)C=C(C=C2)N2CC1(C2)CCOCC1 |r|